F[C@@H]1[C@@]2(CC[C@](C[C@H]1N(C1=CC=C(N=N1)C1=C(C=C(C=C1)N1N=C(N=N1)C)O)C)(N2C)C)C 2-(6-(((1S,2S,3R,5R)-2-fluoro-1,5,8-trimethyl-8-azabicyclo[3.2.1]octan-3-yl)(methyl)amino)pyridazin-3-yl)-5-(5-methyl-2H-tetrazol-2-yl)phenol